C(C)(C)(C)OC(=O)N1CC=2N(CC1)C(=CN2)C#CC2=CC(=CC=C2)Cl 3-[(3-Chlorophenyl)ethynyl]-5,6-dihydroimidazo[1,2-a]pyrazine-7(8H)-carboxylic acid tert-butyl ester